(R)-1-((3R,4S)-3-fluoro-4-((2-(3-((2-fluoro-6-methoxy-4-(methylsulfonyl)phenyl)amino)prop-1-yn-1-yl)-1-propyl-1H-indol-4-yl)amino)piperidin-1-yl)-3-methoxypropan-2-ol F[C@@H]1CN(CC[C@@H]1NC1=C2C=C(N(C2=CC=C1)CCC)C#CCNC1=C(C=C(C=C1OC)S(=O)(=O)C)F)C[C@H](COC)O